(rac)-13-Methyl-1-[3-(naphthalin-1-yloxy)propyl]-4,5,7,8-tetrahydro-10,14-(metheno)[1,4,7]dioxazacyclotetradecino[9,8,7-hi]indol CC1=C2C=3C=CC=C4C(=CN(C34)CCOCCOC(C=C1)=C2)CCCOC2=CC=CC1=CC=CC=C21